ClC1=C(C(=O)N[C@H](C(=O)N[C@@H](CC2=CC=CC=C2)B(O)O)CC2=CC(=CC=C2)NC(C#CCC)=O)C=C(C=C1)Cl ((R)-1-((S)-2-(2,5-dichlorobenzoylamino)-3-(3-(N-methylbut-2-ynoylamino)phenyl)propionylamino)-2-phenylethyl)boronic acid